ClC=1N=C(C2=C(N1)C(=C(N=C2)Cl)F)N([C@@H]2[C@H](N(CC2)C(=O)OC(C)(C)C)C)C tert-butyl (2R,3S)-3-((2,7-dichloro-8-fluoropyrido[4,3-d]pyrimidin-4-yl)(methyl)amino)-2-methylpyrrolidine-1-carboxylate